Butendialdehyd C(C=CC=O)=O